tert-butyl (S)-3-methyl-6-(((trifluoromethyl) sulfonyl) oxy)-3,4-dihydropyridine-1(2H)-carboxylate C[C@@H]1CN(C(=CC1)OS(=O)(=O)C(F)(F)F)C(=O)OC(C)(C)C